3-(5-(4-((benzylamino)methyl)pyridin-2-yl)-1-oxoisoindolin-2-yl)piperidine-2,6-dione C(C1=CC=CC=C1)NCC1=CC(=NC=C1)C=1C=C2CN(C(C2=CC1)=O)C1C(NC(CC1)=O)=O